COC(COC1=C(C(=O)O)C=CN=C1)(C)C 3-(2-Methoxy-2-methylpropyloxy)isonicotinic acid